FC(C(=O)O)(F)F.COC1=NC=C(C=C1NS(=O)(=O)C1=C(N=C(S1)C)C)C=1C=C2C(=NC=NC2=CC1)C1CCNCC1 N-(2-methoxy-5-(4-(piperidine-4-yl)quinazolin-6-yl)pyridine-3-yl)-2,4-dimethyl-thiazole-5-sulfonamide trifluoroacetate